CC1=C(OC=2CCC3=CNN=C3C21)C(=O)N[C@H]2COCC2 8-Methyl-N-[(3R)-oxolan-3-yl]-4,5-dihydro-2H-furo[2,3-g]indazole-7-carboxamide